tert-butyl (1S,2S,5R)-2-((6-bromopyridin-2-yl)carbamoyl)-3-azabicyclo[3.1.0]hexane-3-carboxylate BrC1=CC=CC(=N1)NC(=O)[C@@H]1[C@H]2C[C@H]2CN1C(=O)OC(C)(C)C